COC=1C(=CC2=C(NC=N2)C1)C(=O)[O-] 6-methoxy-1H-benzo[d]imidazole-5-carboxylate